tert-Butyl 3-(4-{[(2-chlorophenyl)acetyl]amino}-2-{[(dimethylamino)methylene]sulfamoyl}-phenyl)-1H-pyrrole-1-carboxylate ClC1=C(C=CC=C1)CC(=O)NC1=CC(=C(C=C1)C1=CN(C=C1)C(=O)OC(C)(C)C)S(N=CN(C)C)(=O)=O